ClC=1C(N(C(=CC1OCC1=NC=C(C=C1F)F)C)C1=CC(=NC=C1C)N1N=C(C=C1)C(C)(C)NC(C)=O)=C=O N-(2-(1-(3-chloro-4-((3,5-difluoropyridin-2-yl)methoxy)-5',6-dimethyl-2-carbonyl-2H-[1,4'-bipyridyl]-2'-yl)-1H-pyrazol-3-yl)propan-2-yl)acetamide